anilineOne N(C1=CC=CC=C1)=O